ClC1=C(NC=CC1SC=1N=CC(=NC1)N1C[C@@H]2[C@]([C@@H]2CC1)(C1=C(C=CC=C1)F)CN)N1N=CC=C1 ((1S,6R,7R)-3-(5-((3-chloro-2-(1H-pyrazol-1-yl)-1,4-dihydropyridin-4-yl)thio)pyrazin-2-yl)-7-(2-fluorophenyl)-3-azabicyclo[4.1.0]heptan-7-yl)methanamine